C([C@@H]1[C@H]([C@@H]([C@H](C(O1)OCC(CO)O)O)O)O)O The molecule is a glucosylglycerol consisting of a D-glucosyl residue attached at position 1 of glycerol via a glycosidic bond. It is a glucosylglycerol and a D-glucoside.